1-Fluoro-N-[2-[[2-fluoro-3-[2-[2-(methylamino)ethoxy]phenyl]phenyl]methyl]-4-methyl-pyrrolidin-3-yl]methanesulfonamide FCS(=O)(=O)NC1C(NCC1C)CC1=C(C(=CC=C1)C1=C(C=CC=C1)OCCNC)F